N-(4-(5-cyanopyridin-3-yl)-2-methylphenyl)-2-(2-(cyclopropanesulfonylamino)thiazol-4-yl)-2-methylpropanamide C(#N)C=1C=C(C=NC1)C1=CC(=C(C=C1)NC(C(C)(C)C=1N=C(SC1)NS(=O)(=O)C1CC1)=O)C